(2-((1S,4S)-2,5-diazabicyclo[2.2.1]hept-2-yl)-5-fluoro-4-(1-methyl-6-oxo-1,6-dihydropyridin-3-yl)phenyl)-2-(2-fluoro-6-methoxyphenyl)pyrimidine-4-carboxamide [C@@H]12N(C[C@@H](NC1)C2)C2=C(C=C(C(=C2)C2=CN(C(C=C2)=O)C)F)C=2C(=NC(=NC2)C2=C(C=CC=C2OC)F)C(=O)N